N=1C=NN2C1C(=NC=C2)N2CCC1(CN3N([C@@H](CC3)C3=CC(=CC(=C3)F)F)C1=O)CC2 (S)-1-([1,2,4]triazolo[1,5-a]pyrazin-8-yl)-7'-(3,5-difluorophenyl)dihydro-1'H,3'H,5'H-spiro[piperidine-4,2'-pyrazolo[1,2-a]pyrazol]-1'-one